(S)-N-((S)-1-Oxo-3-((S)-2-oxopyrrolidin-3-yl)propan-2-yl)-6-(1-phenylcyclopropanecarbonyl)-6-azaspiro[3.4]octane-7-carboxamide O=C[C@H](C[C@H]1C(NCC1)=O)NC(=O)[C@H]1N(CC2(CCC2)C1)C(=O)C1(CC1)C1=CC=CC=C1